C(CCCCC)NC(O)=O.C(CCCCC)NC(O)=O.CC1=CC=CC=C1 toluene-bis(hexyl carbamate)